FC1=CC=C2C(C(NC2=C1)=O)(C)C 6-fluoro-3,3-dimethylindolin-2-one